4,6-dimethoxy-2-pyridinecarbonyl chloride COC1=CC(=NC(=C1)OC)C(=O)Cl